7-(2-Aminomethyl-phenyl)-9-chloro-5H-benzo[c]pyrimido[4,5-e]azepin NCC1=C(C=CC=C1)C1=NCC2=C(C3=C1C=C(C=C3)Cl)N=CN=C2